norbornene-2,3-dicarboxylic anhydride C12C3=C(C(CC1)C2)C(=O)OC3=O